CC1C(N(C2=CC=CC=C12)C1=CC=CC=C1)=O 3-methyl-1-phenylindol-2-one